COC(=O)[C@H]1N(C[C@@H](C1)O)CC1=CC(=CC=C1)C=1OC(=NN1)C=1C(=C(C=CC1)C1=CC=CC=C1)C (2S,4R)-4-hydroxy-1-(3-(5-(2-methyl-[1,1'-biphenyl]-3-yl)-1,3,4-oxadiazol-2-yl)benzyl)pyrrolidine-2-carboxylic acid methyl ester